C(C=1C=CC=2NC3=CC=C(C=C3SC2C1)C([2H])([2H])[2H])([2H])([2H])[2H] 3,7-bis(methyl-d3)-10H-phenothiazine